ClC=1C=C2CC3(C(C2=CC1)=O)CN(C3)C 5'-chloro-1-methylspiro[azetidin-3,2'-indene]-1'(3'H)-one